FC(C(C(C(C(F)(F)OC(C=CC1(C(=CC=C(C1)N)C1=C(C=CC(=C1)N)Cl)Cl)=O)(F)F)(F)F)(F)F)CC(F)(F)F 2,2'-dichloro-4,5'-diaminobiphenylacrylic dodecafluoroheptyl ester